COC1=NC=CC(=C1)C=1C(=C2CCCC2=CC1)NC(=O)NS(=O)(=O)C1=NN(C=C1)CCCB(O)O (3-(3-(N-((5-(2-methoxypyridin-4-yl)-2,3-dihydro-1H-inden-4-yl)carbamoyl)sulfamoyl)-1H-pyrazol-1-yl)propyl)boronic acid